C(C)C1C(CCCC1)N1N=CC=2C1=NC(=NC2)NC2=C(C=C1CCN(CC1=C2)C)OC N-(1-(2-ethylcyclohexyl)-1H-pyrazolo[3,4-d]pyrimidin-6-yl)-6-methoxy-2-methyl-1,2,3,4-tetrahydroisoquinolin-7-amine